C(CCC)\C(=C/C(=O)OCCCCCCN(CCCCCCOC(C=C(CCCCCCCCCC)CCCC)=O)CCCO)\CCCCCCCCCC ((3-hydroxypropyl)azanediyl)bis(hexane-6,1-diyl) (2E,2'E)-bis(3-butyl-2-tridecenoate)